ClC=1C=C2C(=NC1OC)C(=C(N2C)C=2NC(=NN2)[C@H](C)O)N2C=NC=C2 (S)-1-(5-(6-chloro-3-(1H-imidazol-1-yl)-5-methoxy-1-methyl-1H-pyrrolo[3,2-b]pyridin-2-yl)-4H-1,2,4-triazol-3-yl)ethan-1-ol